[Cu].[Y] Yttrium-copper